CCCCCCCC/C=C\\CCCCCCCC(=O)OCC(C)C1=C(C2=C(C3=CC=CC(=C3C=C2)C)C(=O)C1=O)O The molecule is a diterpenoid with a fatty acyl side chain isolated from Salvia miltiorrhiza and has been shown to inhibit platelet aggregation induced by arachidonic acid. It has a role as a metabolite and a platelet aggregation inhibitor. It is a fatty acid ester, a diterpenoid, a member of phenanthrenes and a member of p-quinones. It derives from an oleic acid.